5-(3,3-difluorocyclobutyl)-1-(oxan-2-yl)-4-oxo-N-[(1R)-1-[3-(trifluoromethyl)phenyl]ethyl]-1H,4H,5H-pyrazolo[4,3-c]pyridine-7-carboxamide FC1(CC(C1)N1C(C2=C(C(=C1)C(=O)N[C@H](C)C1=CC(=CC=C1)C(F)(F)F)N(N=C2)C2OCCCC2)=O)F